methyl dichloroacetate (methyl dichloroacetate) CC(C(=O)O)(Cl)Cl.ClC(C(=O)OC)Cl